CC1=NN=C(C2=CC(=CC=C12)OC1COC1)N[C@H](C)C1=C(C(=CC=C1)C(F)(F)F)C (R)-4-methyl-N-(1-(2-methyl-3-(trifluoromethyl)phenyl)ethyl)-7-(oxetan-3-yloxy)phthalazin-1-amine